2-[cis-7-fluoro-5-phenyl-6,7-dihydro-5H-pyrrolo[1,2-b][1,2,4]triazol-2-yl]acetonitrile F[C@H]1C[C@H](N2N=C(N=C21)CC#N)C2=CC=CC=C2